N(=C=S)CC/C=C/S(=O)C (E)-4-isothiocyanato-1-(methylsulfinyl)-1-butene